BrC=1N=C2N(N1)[C@H](CC2(F)F)C2=CC=CC=C2 |r| racemic-2-bromo-7,7-difluoro-5-phenyl-5,6-dihydropyrrolo[1,2-b][1,2,4]triazole